6-chloro-N-(5-chloro-2-fluoro-4-((1-methyl-1H-benzo[d][1,2,3]triazol-5-yl)oxy)phenyl)pyrido[3,2-d]pyrimidin-4-amine ClC=1C=CC=2N=CN=C(C2N1)NC1=C(C=C(C(=C1)Cl)OC1=CC2=C(N(N=N2)C)C=C1)F